di-tert-butyl peroxyisoPhthalate C(C1=CC(C(=O)OC(C)(C)C)=CC=C1)(=O)OOC(C)(C)C